FC(CN1CCN(CC1)C1=CC2=C(CC(O2)(C)C)C=C1NC(=O)C=1C=NN2C1N=CC(=C2)NC)F N-(6-(4-(2,2-difluoroethyl)piperazin-1-yl)-2,2-dimethyl-2,3-dihydrobenzofuran-5-yl)-6-(methylamino)pyrazolo[1,5-a]pyrimidine-3-carboxamide